N,N-diethyl-2-methylacrylamide CCN(CC)C(=O)C(=C)C